N[C@@H](C(=O)NCCNC(C1=C(C=C(C=C1)NC=1C=2N(C=CN1)C(=CN2)C=2C(=NN(C2)CC#N)C(F)(F)F)CC)=O)C (R)-N-(2-(2-aminopropanamido)ethyl)-4-((3-(1-(cyanomethyl)-3-(trifluoromethyl)-1H-pyrazol-4-yl)imidazo[1,2-a]pyrazin-8-yl)amino)-2-ethylbenzamide